C(CCCCCCCCC)N(C[C@H](O)[C@@H](O)[C@H](O)[C@H](O)CO)C decyl-N-methylglucamine